C(C1=CC=CC=C1)OC1=C(C(=O)OC)C=CC(=C1)N(C(C(F)(F)F)=O)CC=1C=NC(=CC1)C1CCCCC1 methyl 2-(benzyloxy)-4-(N-((6-cyclohexylpyridin-3-yl)methyl)-2,2,2-trifluoroacetamido)benzoate